1-(3-(aminomethyl)phenyl)-N-(5-((cyclopropylmethylamino)(pyridin-4-yl)methyl)-2-fluorophenyl)-3-(trifluoromethyl)-1H-pyrazole-5-carboxamide NCC=1C=C(C=CC1)N1N=C(C=C1C(=O)NC1=C(C=CC(=C1)C(C1=CC=NC=C1)NCC1CC1)F)C(F)(F)F